C(C)(=O)NC1=C(C=CC=C1)S(=O)[O-].[Na+] Sodium acetamidobenzenesulfinate